C1=CC2=CC3=CC=CC3=CC2=C1 The molecule is an indacene that consists of a benzene ring having two fused cyclopentane rings in a rectilinear arrangement. It is an indacene and a member of s-indacenes.